F[Sn] fluorotin